IC1=NN(C2=C1C(=NC=C2[N+](=O)[O-])N)C 3-iodo-1-methyl-7-nitro-1H-pyrazolo[4,3-c]pyridin-4-amine